CC1=C(C(=CC(=C1)Br)C)C(C(=O)N)C(C)(C)C (2,6-dimethyl-4-bromophenyl)-3,3-dimethylbutyramide